(4,5-dimethyl-1H-imidazol-1-yl)pyridin-3-amine CC=1N=CN(C1C)C1=NC=CC=C1N